FC(C=CC(C(C(F)(F)F)(F)F)(C(F)(F)F)F)(F)F 1,1,1,4,5,5,6,6,6-nonafluoro-4-(trifluoromethyl)-2-hexene